ethyl 3-(2,6-difluorophenyl)-3-oxo-propanoate FC1=C(C(=CC=C1)F)C(CC(=O)OCC)=O